BrC1=CC2=C(N(C(N2C)=O)CC2=C(C=C(C=C2)C=2OC(=NN2)C(F)F)F)C=C1F 5-bromo-1-(4-(5-(difluoromethyl)-1,3,4-oxadiazol-2-yl)-2-fluorobenzyl)-6-fluoro-3-methyl-1,3-dihydro-2H-benzo[d]imidazol-2-one